C(C1=CC=CC=C1)OC1=CC(=NC=2C=CN=C(C12)C(=O)OC)C1=C(C=C(C=C1C)C(C)(C)C)OC1=C(C=C(C=C1)F)OC methyl 4-benzyloxy-2-[4-tert-butyl-2-(4-fluoro-2-methoxy-phenoxy)-6-methyl-phenyl]-1,6-naphthyridine-5-carboxylate